The molecule is a homodetic cyclic peptide resulting from the formal condensation of both the amino and acid groups of L-histidine with the acid and amino groups of L-proline. It is a metabolite of thyrotropin-releasing hormone (TRH). It has a role as a human blood serum metabolite, a dopamine uptake inhibitor and an anti-inflammatory agent. It is a homodetic cyclic peptide, a dipeptide, a pyrrolopyrazine and a member of imidazoles. It derives from a L-histidine and a L-proline. C1C[C@H]2C(=O)N[C@H](C(=O)N2C1)CC3=CN=CN3